Tert-butyl 4-(5-chloro-2-fluoro-4-methoxyphenyl)piperidine-1-carboxylate ClC=1C(=CC(=C(C1)C1CCN(CC1)C(=O)OC(C)(C)C)F)OC